C1=CC=CC=2S(C3=CC=CC=C3SC12)=O thianthrone